3-[4-[2-[methyl-[2-(methylamino)ethyl]amino]ethylamino]-1-oxo-isoindolin-2-yl]piperidine-2,6-Dion CN(CCNC1=C2CN(C(C2=CC=C1)=O)C1C(NC(CC1)=O)=O)CCNC